4-(1-(3-fluoro-5-trifluoromethyl-benzyl)-2-methyl-1H-imidazo[4,5-b]pyrazin-6-yl)-6-methyl-1H-pyrrolo[2,3-c]pyridin-7(6H)-one FC=1C=C(CN2C(=NC=3C2=NC(=CN3)C=3C2=C(C(N(C3)C)=O)NC=C2)C)C=C(C1)C(F)(F)F